C(C)(=O)C=1C(=CC(=C(C1)C=1C(=CC(=CC1)C(F)(F)F)C(=O)OC)OC)F methyl 5'-acetyl-4'-fluoro-2'-methoxy-4-trifluoromethyl-1,1'-biphenyl-2-carboxylate